FC1=C(CS(=NC(C2=CC(=CC=C2)C2=NOC(=N2)C(F)(F)F)=O)(=O)C)C=CC(=C1)F N-((2,4-difluorobenzyl)(methyl)(oxo)-λ6-sulfaneylidene)-3-(5-(trifluoromethyl)-1,2,4-oxadiazol-3-yl)benzamide